Cl.Cl.Cl.O=C([C@H](O)[C@@H](O)[C@H](O)[C@H](O)CO)[O-].[Na+] sodium gluconate, trishydrochloride